C(C)N1CC(C1)C1=C(C=CC(=C1)F)S(=O)(=O)NC1=C(C2=C([C@@H]3[C@H](CO2)C3)C=C1)C(=O)O |r| (1aRS,7bSR)-5-[2-(1-ethylazetidin-3-yl)-4-fluorophenylsulfonylamino]-1,1a,2,7b-tetrahydro-cyclopropa[c]benzopyran-4-carboxylic acid